(4-isopropoxy-3-(trifluoromethyl)phenyl)methanol C(C)(C)OC1=C(C=C(C=C1)CO)C(F)(F)F